FC1N(C2=C(C(N(C=3C=CC=CC23)C)=O)OCC1)F difluoro-7-methyl-1,2,3,4-tetrahydro-[1,4]oxazepino[2,3-c]quinolin-6(7H)-one